(2E)-2-[2-[[(E)-[cyclopropyl-[4-(trifluoromethyl)-2-pyridyl]methylene]amino]-oxymethyl]-3-methyl-phenyl]-2-methoxyimino-acetate C1(CC1)/C(/C1=NC=CC(=C1)C(F)(F)F)=N\OCC1=C(C=CC=C1C)\C(\C(=O)[O-])=N/OC